4-bromo-2-methyl-1,3-thiazole BrC=1N=C(SC1)C